ethyl cis-5-(cyclopropylmethyl)-7-fluoro-6,7-dihydro-5H-pyrrolo[1,2-b][1,2,4]triazole-2-carboxylate C1(CC1)C[C@@H]1C[C@@H](C=2N1N=C(N2)C(=O)OCC)F